trans-4-[4-(4-bromo-pyrazol-1-yl)-cyclohexyl]-1-methyl-piperazin-2-one BrC=1C=NN(C1)[C@@H]1CC[C@H](CC1)N1CC(N(CC1)C)=O